ClC=1C=NC(=NC1)CC=1C(=NC(=NC1)COC)C1=CC(=C(C=C1)F)F 5-[(5-chloropyrimidin-2-yl)methyl]-4-(3,4-difluorophenyl)-2-(methoxymethyl)pyrimidine